ClC1=C(C=CC=C1)C1=NC(=NC2=CC=CC=C12)C(=O)N([C@H](C)CCOC1OCCCC1)C([2H])([2H])[2H] 4-(2-chlorophenyl)-N-(methyl-d3)-N-((2R)-4-((tetrahydro-2H-pyran-2-yl)oxy)but-2-yl)quinazoline-2-carboxamide